FC=1C=C(C=CC1)[C@@H]1N(CCC1)C=1C=CC=2N(N1)C(=CN2)C2=NC(=CC=C2)N2CCNCC2 (R)-6-(2-(3-fluorophenyl)pyrrolidin-1-yl)-3-(6-(piperazin-1-yl)pyridine-2-yl)imidazo[1,2-b]pyridazine